N-(2,6-dimethyl-4-(perfluoropropan-2-yl)phenyl)-N-methylbenzamide CC1=C(C(=CC(=C1)C(C(F)(F)F)(C(F)(F)F)F)C)N(C(C1=CC=CC=C1)=O)C